ClC1=NC2=CC=C(N=C2C=C1)C=1C=C2C=C(NC2=CC1OCOC)C 2-chloro-6-[6-(methoxymethoxy)-2-methylindol-5-yl]-1,5-naphthyridine